C1(CC1)[C@H]1[C@H]2[C@@H]3CC[C@@H]4C[C@](CC[C@@H]4[C@H]3CC[C@@]2([C@H](C1)C(CN1N=C(N=N1)C)=O)C)(C)O 1-((3R,5R,8R,9R,10S,13S,14S,15S,17S)-15-Cyclopropyl-3-hydroxy-3,13-dimethylhexadecahydro-1H-cyclopenta[a]phenanthren-17-yl)-2-(5-methyl-2H-tetrazol-2-yl)ethan-1-one